glycerol monoformat C(=O)OCC(O)CO